4-((1-((2-(2,6-dioxopiperidin-3-yl)-1,3-dioxoisoquinolin-5-yl)methyl)-2,5-dioxo-2,5-dihydro-1H-pyrrol-3-yl)oxy)benzamide O=C1NC(CCC1N1C(C2=CC=CC(=C2CC1=O)CN1C(C(=CC1=O)OC1=CC=C(C(=O)N)C=C1)=O)=O)=O